C(C)OC1=CC=C(C(=N1)OC)B1OC(C(O1)(C)C)(C)C 6-ethoxy-2-methoxy-3-(4,4,5,5-tetramethyl-1,3,2-dioxaborolan-2-yl)pyridine